Cl.C(C)OC(=O)C1N[C@H]2C[C@]2(C1)CC(F)(F)F.O(C1=CC=CC=C1)C1=CC=C(C=C1)C=1C=C2C=NC=NC2=C(C1)C1N(CCC1)C(C#CC)=O 1-(2-(6-(4-phenoxyphenyl)quinazolin-8-yl)pyrrolidin-1-yl)but-2-yn-1-one ethyl-(1S,5S)-5-(2,2,2-trifluoroethyl)-2-azabicyclo[3.1.0]hexane-3-carboxylate hydrochloride